ClC=1C=C2C(=NC1F)N(C(=C2)C(=O)O)S(=O)(=O)C2=CC=C(C=C2)C 5-chloro-6-fluoro-1-(p-tolylsulfonyl)pyrrolo[2,3-b]pyridine-2-carboxylic acid